O.[Al].[Fe] iron-aluminum hydrate